suberamide C(CCCCCCC(=O)N)(=O)N